2,6-diiodo-4-chlorophenol IC1=C(C(=CC(=C1)Cl)I)O